C(C)OC(CC1=NN=CC2=CC=C(C=C12)Cl)=O.ClC1=CC=C2C=NN=C(C2=C1)CC(=O)N 2-(7-chlorophthalazin-1-yl)acetamide Ethyl-2-(7-chlorophthalazin-1-yl)acetate